FC1=C(OCC2=NC3=CC=CC=C3C=C2)C=CC(=C1)C1=NNC=C1C1=CC=NC=C1 2-[2-fluoro-4-(4-pyridin-4-yl-1H-pyrazol-3-yl)-phenoxymethyl]-quinoline